5-ethyl-N-(4-(pyrrolidin-1-ylmethyl)pyridin-2-yl)thiazolo[5,4-b]pyridin-2-amine C(C)C1=CC=C2C(=N1)SC(=N2)NC2=NC=CC(=C2)CN2CCCC2